iminomethyl-triazine N=CC1=NN=NC=C1